C(C)(C)(C)C=C 1-(tert-butyl)ethene